Cl.Cl.NC=1N=CC(=NC1C1=CC(=NO1)C1=CC=C(C=C1)CNC(=N)N)C1=CC=C(C(=O)N(C)C)C=C1 4-(5-amino-6-(3-(4-(guanidinomethyl)phenyl)isoxazol-5-yl)pyrazin-2-yl)-N,N-dimethylbenzamide dihydrochloride